C1(CC1)C1=C(C(=NC=C1)OC)B1OC(C(O1)(C)C)(C)C 4-cyclopropyl-2-methoxy-3-(4,4,5,5-tetramethyl-1,3,2-dioxaborolan-2-yl)pyridine